CC1=C(CNC(=O)C2=CC3=C(S2)CCCC3)C=CC(=C1)B1OC(C(O1)(C)C)(C)C N-(2-methyl-4-(4,4,5,5-tetramethyl-1,3,2-dioxaborolan-2-yl)benzyl)-4,5,6,7-tetrahydrobenzo[b]thiophene-2-carboxamide